FC(C1=CC=CC(=N1)C1=CC=C(C=C1)[C@@H](C)N1N=CC2=C(C=CC(=C12)C(=O)OC)C#CC)F (R)-methyl 1-(1-(4-(6-(difluoromethyl) pyridin-2-yl) phenyl) ethyl)-4-(propane-1-yn-1-yl)-1H-indazole-7-carboxylate